N-((1S,3S)-3-aminocyclopentyl)-4-(3-methyl-1H-pyrrolo[2,3-b]pyridin-4-yl)-3,4-dihydro-2H-1,4-thiazine-6-carboxamide hydrochloride Cl.N[C@@H]1C[C@H](CC1)NC(=O)C1=CN(CCS1)C1=C2C(=NC=C1)NC=C2C